(R)-2-((5-Chloro-4-((3-(2,3-dihydrobenzo[b][1,4]dioxin-6-yl)-2-methylbenzyl)oxy)-2-((1-ethyl-1H-pyrazol-4-yl)methoxy)benzyl)amino)-3-hydroxypropanoic acid ClC=1C(=CC(=C(CN[C@@H](C(=O)O)CO)C1)OCC=1C=NN(C1)CC)OCC1=C(C(=CC=C1)C1=CC2=C(OCCO2)C=C1)C